ClC1=C(C(=C(N=N1)OC)N)\C=C\OCC (E)-6-chloro-5-(2-ethoxyvinyl)-3-methoxypyridazin-4-amine